C(C)(C)(C)C1=CC=C(C=C1)NC(C(=O)N)(C)C 2-((4-(tert-butyl)phenyl)amino)-2-methylpropanamide